6-(2-(3-Chloro-2,4-difluorophenyl)-5,6-dihydro-4H-pyrrolo[1,2-b]pyrazol-3-yl)quinoxaline ClC=1C(=C(C=CC1F)C=1C(=C2N(N1)CCC2)C=2C=C1N=CC=NC1=CC2)F